4-(5-(3-methylpyridin-4-yl)-7H-pyrrolo[2,3-d]pyrimidin-4-yl)morpholine CC=1C=NC=CC1C1=CNC=2N=CN=C(C21)N2CCOCC2